hexahydropyridine-6-ol N1CCCCC1O